4-(Azepane-1-sulfonyl)benzaldehyde N1(CCCCCC1)S(=O)(=O)C1=CC=C(C=O)C=C1